potassium nitrate, chloride salt [Cl-].[N+](=O)(O)[O-].[K+]